methyl 5-(4-(trifluoromethyl) phenoxy)-2-naphthoate FC(C1=CC=C(OC2=C3C=CC(=CC3=CC=C2)C(=O)OC)C=C1)(F)F